2-(4-(4-(aminomethyl)-1-oxo-1,2-dihydrophthalazin-6-yl)-1-methyl-1H-pyrazol-5-yl)-4-chloro-5-methoxybenzonitrile NCC1=NNC(C2=CC=C(C=C12)C=1C=NN(C1C1=C(C#N)C=C(C(=C1)Cl)OC)C)=O